6-(7-chloro-8-fluoro-2-((hexahydro-1H-pyrrolizin-7a-yl)methoxy)pyrido[4,3-d]pyrimidin-4-yl)-6-azaspiro[3.5]nonan-2-ol ClC1=C(C=2N=C(N=C(C2C=N1)N1CC2(CC(C2)O)CCC1)OCC12CCCN2CCC1)F